1-(3-((4-Amino-7-(1H-pyrazol-3-yl)-1H-imidazo[4,5-c]quinolin-2-yl)methyl)pyrrolidin-1-yl)ethan-1-one NC1=NC=2C=C(C=CC2C2=C1N=C(N2)CC2CN(CC2)C(C)=O)C2=NNC=C2